8-chloro-6-(((2-chloropyridin-3-yl)(1-cyclopropyl-1H-1,2,3-triazol-4-yl)methyl-d)amino)-4-(((R)-1-phenylpropyl)amino)quinoline-3-carbonitrile ClC=1C=C(C=C2C(=C(C=NC12)C#N)N[C@H](CC)C1=CC=CC=C1)NC([2H])(C=1N=NN(C1)C1CC1)C=1C(=NC=CC1)Cl